2-(dimethylamino)-1-(4-morpholinophenyl)ethanone CN(CC(=O)C1=CC=C(C=C1)N1CCOCC1)C